FC(CCCCCCCCCCCCCCCCC(CCCCCCCCCCCCCCCCC)=O)F difluorostearone